N-4-methylbenzoyl-sulfenamide CC1=CC=C(C(=O)NS)C=C1